(2R,3S,4R,5R)-5-(4-amino-5-bromo-2-oxopyrimidin-1(2H)-yl)-3-(benzyloxy)-2-((benzyloxy)methyl)-4-hydroxytetrahydrofuran-2-carbonitrile NC1=NC(N(C=C1Br)[C@H]1[C@@H]([C@@H]([C@@](O1)(C#N)COCC1=CC=CC=C1)OCC1=CC=CC=C1)O)=O